N-(2-chloro-3-((3,4-dihydro-2H-pyrimido[1,2-c]quinazolin-10-yl)oxy)phenyl)-3-hydroxypropane-1-sulfonamide ClC1=C(C=CC=C1OC1=CC=2C=3N(C=NC2C=C1)CCCN3)NS(=O)(=O)CCCO